5-(2,6-dioxopiperidin-1-yl)pentanoic acid O=C1N(C(CCC1)=O)CCCCC(=O)O